C(N)(=O)C1=C(N(N=C1C1=C(C=C(C=C1)CC(=O)NC1=CC(=NO1)C1CC(C1)(C)C)F)C(C)C)NC(OC(C)(C)C)=O tert-Butyl N-[4-carbamoyl-5-[4-[2-[[3-(3,3-dimethylcyclobutyl)isoxazol-5-yl]amino]-2-oxo-ethyl]-2-fluorophenyl]-2-isopropyl-pyrazol-3-yl]carbamate